C1(CC1)N1C(N(C2=C(C1=O)C(=C(C(N2C)=O)C)NC=2C=C1CNC(C1=CC2)=O)C2=C(C=C(C=C2)I)F)=O 3-cyclopropyl-1-(2-fluoro-4-iodophenyl)-6,8-dimethyl-5-((1-oxoisoindolin-5-yl)amino)pyrido[2,3-d]pyrimidine-2,4,7(1H,3H,8H)-trione